3-{2-[(3R)-3-methylmorpholin-4-yl]-8-(1H-pyrazol-5-yl)-1,7-naphthyridin-4-yl}pyridin-2-ol lithium Manganese [Mn].[Li].C[C@H]1N(CCOC1)C1=NC2=C(N=CC=C2C(=C1)C=1C(=NC=CC1)O)C1=CC=NN1